1-Methyl-1,2,3,4-tetrahydroquinolin-4-one CN1CCC(C2=CC=CC=C12)=O